CN1C(C=CC=2C=CC=3N(C12)C1=C(N3)C=CC=C1)N1CCN(CCC1)C N-methyl-2-(4-methyl-1,4-diazepan-1-yl)benzo[4,5]Imidazo[1,2-A][1,8]Naphthyridine